diisopropoxyzinc(II) C(C)(C)O[Zn]OC(C)C